di(4-nonylphenyl-phenyl) carbonate C(OC1=C(C=CC=C1)C1=CC=C(C=C1)CCCCCCCCC)(OC1=C(C=CC=C1)C1=CC=C(C=C1)CCCCCCCCC)=O